N(C1=CC=C(C=C1)C)CCC1=CC=CC2=C1NC(O2)=O ((4-toluidinyl)ethyl)benzoxazolone